(S)-3-methoxypyrrolidin-1-ylpropan-2-ol COC1CN(CC1)C[C@H](C)O